NC1=NC(=NC=C1OC)C1=C(C=C2C(N(C=NC2=C1)CCC[C@H](C)NC=1C=NNC(C1C(F)(F)F)=O)=O)F 7-(4-amino-5-methoxypyrimidin-2-yl)-6-fluoro-3-[(4S)-4-[[6-oxo-5-(trifluoromethyl)-1H-pyridazin-4-yl]amino]pentyl]quinazolin-4-one